non-2-en-2-olat CC(=CCCCCCC)[O-]